N1=C(C=CC=C1)C=1C=CC2=C(CCC=3C(=NC=CC3C(F)(F)F)C2=C2CCN(CC2)C(=O)OCC)C1 Ethyl 4-(8-(pyridin-2-yl)-4-(trifluoromethyl)-5,6-dihydro-11H-benzo[5,6]cyclohepta[1,2-b]pyridin-11-ylidene)piperidine-1-carboxylate